ClC1=C(C(=CC=C1)F)CC(=O)NC1=CC(=C(C=C1)C=1C=NN(C1)C)S(N)(=O)=O 2-(2-Chloro-6-fluorophenyl)-N-[4-(1-methyl-1H-pyrazol-4-yl)-3-sulfamoylphenyl]acetamide